1,1-bis(4-aminophenyl)-4-methylcyclohexane NC1=CC=C(C=C1)C1(CCC(CC1)C)C1=CC=C(C=C1)N